6-methyl-N-(3-phenylpropyl)-2-(thiophen-2-yl)thieno[2,3-d]pyrimidin-4-amine CC1=CC2=C(N=C(N=C2NCCCC2=CC=CC=C2)C=2SC=CC2)S1